C(C)(=O)C=1N(C(C(=CC1C(=O)OC)C1CCN(CC1)C)=O)C methyl 2-acetyl-1-methyl-5-(1-methyl-4-piperidyl)-6-oxo-pyridine-3-carboxylate